C(C)S(=O)(=O)N1C=NC=2C1=NC(=CC2N2CCOCC2)N2N=C(CCC2)C=2C=C(C=CC2)C 4-(3-(ethylsulfonyl)-5-(3-(m-tolyl)-5,6-dihydropyridazin-1(4H)-yl)-3H-imidazo[4,5-b]pyridin-7-yl)morpholine